N-(1-benzyl-1H-indazol-3-yl)furan-3-carboxamide C(C1=CC=CC=C1)N1N=C(C2=CC=CC=C12)NC(=O)C1=COC=C1